CC1C(C(CC=C1)(C)C)C(CCC)=O 1-[2,6,6-trimethyl-3-cyclohexen-1-yl]-1-butanone